(1-(2-methyl-6-p-toluenesulfonylimidazo[4,5-d]pyrrolo[2,3-b]pyridin-1(6H)-yl)piperidin-4-yl)acetonitrile CC1=NC=2C(=C3C(=NC2)N(C=C3)S(=O)(=O)C3=CC=C(C)C=C3)N1N1CCC(CC1)CC#N